BrC1=C(N)C(=CC(=C1)[N+](=O)[O-])I 2-Bromo-6-iodo-4-nitroaniline